BrC=1C(=C(C(Br)(Br)OC(C2=C(C(=CC=C2)Br)Br)(Br)Br)C=CC1)Br bis(tetrabromobenzyl) ether